OP(O)(=O)OP(=O)(O)O.OCC1=NC=CC=N1 HYDROXYMETHYLPYRIMIDINE PYROPHOSPHATE